(7S)-7-isopropyl-2-(((1-((6-methoxypyridin-3-yl)methyl)-1H-pyrazol-4-yl)methyl)amino)-4,8-dimethyl-7,8-dihydropteridin-6(5H)-one C(C)(C)[C@H]1C(NC=2C(=NC(=NC2N1C)NCC=1C=NN(C1)CC=1C=NC(=CC1)OC)C)=O